tert-butyl (5-(2-(2-(3,5-difluorophenyl)-5-methylpiperidin-1-yl)-2-oxoacetamido)-3-methylpyridin-2-yl)carbamate FC=1C=C(C=C(C1)F)C1N(CC(CC1)C)C(C(=O)NC=1C=C(C(=NC1)NC(OC(C)(C)C)=O)C)=O